4-((2R,3R,4S,5R)-3-(3,4-difluoro-2-methoxyphenyl)-4-methoxy-5-methyl-5-(trifluoromethyl)tetrahydrofuran-2-carboxamido)picolinic acid methyl ester COC(C1=NC=CC(=C1)NC(=O)[C@@H]1O[C@]([C@H]([C@H]1C1=C(C(=C(C=C1)F)F)OC)OC)(C(F)(F)F)C)=O